C(C)(C)(C)OC(CCCCCCCCCCC1=CC=C(C=C1)CC(=O)O)=O 2-(4-(11-(tert-butoxy)-11-oxoundecyl)phenyl)acetic acid